allyl-titanium C(C=C)[Ti]